(S)-7-((S)-5-Chloro-6-fluoro-2-((S)-5-oxopyrrolidin-2-yl)-2-phenyl-2,3-dihydrobenzofuran-4-yl)-6-fluoro-2-methyl-2,4-dihydrochromeno[3,4-c]pyrazole-8-carboxamide ClC=1C(=CC2=C(C[C@](O2)(C2=CC=CC=C2)[C@H]2NC(CC2)=O)C1C=1C(=CC2=C(C1F)OCC1=NN(C=C12)C)C(=O)N)F